C(C)(=O)O[C@H]1[C@@H](O[C@@H]([C@H]1O)CO)N1C(=O)N=C(N)C=C1 2'-O-Monoacetyl-Cytidine